tert-Butyl N-[3-amino-3-[2-hydroxy-3-(1-piperidyl)propoxy]imino-propyl]-N-methyl-carbamate NC(CCN(C(OC(C)(C)C)=O)C)=NOCC(CN1CCCCC1)O